COC(=O)C1(CCC2(C(=CC3=CC4=C(OCC4)C=C23)C[C@H](COCC2=CC=C(C=C2)OC)C)CC1)NC1=CC(=CC=C1)Cl (1R,4R)-4-(3-Chloroanilino)-6'-{(2R)-3-[(4-methoxyphenyl)methoxy]-2-methylpropyl}-2',3'-dihydrospiro[cyclohexane-1,7'-indeno[5,6-b]furan]-4-carboxylic acid methyl ester